(6-(4-chlorophenyl)-2-(pyridin-3-yl)pyrimidin-4-yl)piperidin-3-amine ClC1=CC=C(C=C1)C1=CC(=NC(=N1)C=1C=NC=CC1)N1CC(CCC1)N